4-(5-(Difluoromethyl)-1,3,4-oxadiazol-2-yl)-1-(3-(3-fluorophenyl)prop-2-yn-1-yl)pyridin-2(1H)-one FC(C1=NN=C(O1)C1=CC(N(C=C1)CC#CC1=CC(=CC=C1)F)=O)F